C(C)(C)(C)OC(N[C@@H]1CN(CC[C@H]1OC)C1=NC=CC(=N1)N)=O |r| rac-trans-1-(4-aminopyrimidin-2-yl)-4-methoxypiperidin-3-ylcarbamic acid tert-butyl ester